(2-amino-4-chlorophenyl)-1H-tetrazole NC1=C(C=CC(=C1)Cl)N1N=NN=C1